FC1=CC=C(C=C1)C(N1C(CN(CC1)C1=C(C(N(C2=CC=C(N=C12)C#N)C)=O)[N+](=O)[O-])C(=O)OC)C1=CC=C(C=C1)F methyl 1-(bis(4-fluorophenyl)methyl)-4-(6-cyano-1-methyl-3-nitro-2-oxo-1,2-dihydro-1,5-naphthyridin-4-yl)piperazine-2-carboxylate